Cl.O1[C@H](COC2=C1C=CC=C2)CN2C[C@H](CCC2)C2=CC(=CC=C2)OC (R)-1-[(S)-1-(2,3-Dihydrobenzo[1,4]dioxin-2-yl)methyl]-3-(3-methoxyphenyl)piperidine hydrochloride